FC1=CC=C(C=C1)C=1C=C(C(=NC1)C1CN(CC1)C(C=C)=O)C1=NN(C=C1)C 1-(3-(5-(4-fluorophenyl)-3-(1-methyl-1H-pyrazol-3-yl)pyridin-2-yl)pyrrolidin-1-yl)prop-2-en-1-one